(S)-1-cyclopropylethane-1-amine C1(CC1)[C@H](C)N